Pyridine-3-ol formate C(=O)OC=1C=NC=CC1